2-chloro-4-(2-ethoxyethenyl)-6-methylpyrimidine ClC1=NC(=CC(=N1)C=COCC)C